C(C)(C)(C)OC(CN1C2=C(C3=CC=C(C=C13)OC)C(=NC=N2)N)=O.CC2=CC(=NN2)NC=2C1=C(N=C(N2)N2CC(CC2)C(=O)N)SC=C1 1-(4-((5-methyl-1H-pyrazol-3-yl)amino)thieno[2,3-d]pyrimidin-2-yl)pyrrolidine-3-carboxamide tert-butyl-2-(4-amino-7-methoxy-9H-pyrimido[4,5-b]indol-9-yl)acetate